CC(CN)C(C(C(C(C(C(C(CN)C)C)C)C)C)C)C 2,3,4,5,6,7,8,9-octamethyl-1,10-decanediamine